N=1C=CN2C1C=CC(=C2)C2=CNC1=NC=C(C=C12)C(=O)NC1CCN(CC1)C 3-(imidazo[1,2-a]pyridin-6-yl)-N-(1-methylpiperidin-4-yl)-1H-pyrrolo[2,3-b]pyridine-5-carboxamide